(E)-2-ethoxyvinylboronic acid pinacol ester C(C)O/C=C/B1OC(C)(C)C(C)(C)O1